phenyltrimethyl-(ethoxy)silane C1(=CC=CC=C1)C[Si](OCC)(C)C